6-{5-[(cyclopropylamino)carbonyl]-3-fluoro-2-methylphenyl}-N-(4-fluorobenzyl)nicotinamide C1(CC1)NC(=O)C=1C=C(C(=C(C1)C1=NC=C(C(=O)NCC2=CC=C(C=C2)F)C=C1)C)F